O1CC(CC1)OC1=CC=C(C=C1)C(C)O (4-((tetrahydrofuran-3-yl)oxy)phenyl)ethan-1-ol